Imidazol phenolate C1(=CC=CC=C1)[O-].N1C=NC=C1